1-(6-(3,8-diazabicyclo[3.2.1]octan-8-yl)-3,4-dihydro-2,7-naphthyridin-2(1H)-yl)-2-cyclopentylethan-1-one C12CNCC(CC1)N2C=2C=C1CCN(CC1=CN2)C(CC2CCCC2)=O